3-chloro-N-(2,4-difluoro-3-iodophenyl)-5-(trifluoromethyl)benzenesulfonamide ClC=1C=C(C=C(C1)C(F)(F)F)S(=O)(=O)NC1=C(C(=C(C=C1)F)I)F